(Z)-4-(3-hydroxyoct-1-en-1-yl)-2-methoxyphenol OC(\C=C/C1=CC(=C(C=C1)O)OC)CCCCC